[(2S,3R,4R,5S,6S)-4,5-diacetoxy-2-methyl-6-[4-[(4-methyl-2-oxo-chromen-7-yl)carbamoyloxymethyl]phenoxy]tetrahydropyran-3-yl] acetate C(C)(=O)O[C@@H]1[C@@H](O[C@H]([C@H]([C@@H]1OC(C)=O)OC(C)=O)OC1=CC=C(C=C1)COC(NC1=CC=C2C(=CC(OC2=C1)=O)C)=O)C